3-(3-(2-((3-(2-carboxy-2-(pyrrolidin-3-yl)ethyl)benzyl)(2-(3-(2-carboxy-2-(pyrrolidin-3-yl)ethyl)phenoxy)ethyl)amino)-2-oxoethoxy)phenyl)-2-(pyrrolidin-3-yl)propanoic acid C(=O)(O)C(CC=1C=C(CN(C(COC=2C=C(C=CC2)CC(C(=O)O)C2CNCC2)=O)CCOC2=CC(=CC=C2)CC(C2CNCC2)C(=O)O)C=CC1)C1CNCC1